C(CCCCC)OC=1C=C2C(N(C(C2=CC1N)=O)CCC(=O)O)=O 5-hexyloxy-6-amino-N-carboxyethyl-isoindoline-1,3-dione